cumene compound with copper (II) [Cu+2].C1(=CC=CC=C1)C(C)C